sulfonyl-3-[(2R)-4,4-difluoro-2-(1-fluoroethyl)pyrrolidin-1-yl]indazole S(=O)(=O)=C1C2=C(N=NC2=CC=C1)N1[C@H](CC(C1)(F)F)C(C)F